FC(CC[Si](OC)(OC)OC)(F)F Trifluoropropyl-trimethoxysilane